FC1=C(C(=C(C(=C1C(Cl)(Cl)Cl)F)F)F)F Pentafluorotrichlorotoluene